CC=1C(=CC=NC1)C#N 5-methylpyridine-4-carbonitrile